2-{3-[(3S)-3-{[(2R)-1-fluoroprop-2-yl]amino}pyrrolidin-1-yl]-1,2,4-triazin-6-yl}-5-(1H-pyrazol-4-yl)phenol FC[C@@H](C)N[C@@H]1CN(CC1)C=1N=NC(=CN1)C1=C(C=C(C=C1)C=1C=NNC1)O